N-{6-[3-(4-mesyl-2-anisidino)-1-propynyl]-1-(2,2,2-trifluoroethyl)-4-indolyl}-1-methyl-3-piperidinecarboxamide S(=O)(=O)(C)C=1C=C(C(OC)=CC1)NCC#CC1=CC(=C2C=CN(C2=C1)CC(F)(F)F)NC(=O)C1CN(CCC1)C